CN(CC(=O)O)C1=CC=C2C(=CNC(C2=C1)=O)C1=C(C=CC=C1)C N-methyl-N-(1-oxo-4-(o-tolyl)-1,2-dihydroisoquinolin-7-yl)glycine